3-chloro-5-{2-[(2R,4S)-4-{[(5-methanesulfonylpyridin-2-yl)oxy]methyl}-2-methylpyrrolidin-1-yl]ethyl}benzonitrile ClC=1C=C(C#N)C=C(C1)CCN1[C@@H](C[C@@H](C1)COC1=NC=C(C=C1)S(=O)(=O)C)C